(E)-N-(1-(3-(4-bromophenyl)acryloyl)piperidin-4-yl)-6-methoxynicotinamide BrC1=CC=C(C=C1)/C=C/C(=O)N1CCC(CC1)NC(C1=CN=C(C=C1)OC)=O